COCCOCCOCCN(CCC[Si](OCC)(OCC)OCC)CCC[Si](OCC)(OCC)OCC N-(2-(2-(2-methoxyethoxy)ethoxy)ethyl)-3-(triethoxysilyl)-N-(3-(triethoxysilyl)propyl)propan-1-amine